BrC1=NC=CC2=C1C=CN2C2=C1N=CNC1=NC(=N2)C2=NC(=CC=C2)C 6-(4-bromo-1H-pyrrolo[3,2-c]pyridin-1-yl)-2-(6-methylpyridin-2-yl)-9H-purine